1-fluoro-4-pentene-1,5-sultone FC1CCC=COS1(=O)=O